ON1C(C=CC=C1)=O 1-hydroxy-pyridin-2-one